CC(CC)=O n-butanone